ClC=1C=NN(C1CC1N(C(C2=CC=CC=C12)=O)CC1=CC2=C(NC(O2)=S)C=C1)C 3-((4-chloro-1-methyl-1H-pyrazol-5-yl)methyl)-2-((2-thioxo-2,3-dihydrobenzo[d]oxazol-6-yl)methyl)isoindolin-1-one